FC=1C=C(C=C(C1N1CCSCC1)F)NC(OCC1=CC=CC=C1)=O benzyl [3,5-difluoro-4-(thiomorpholin-4-yl)phenyl]carbamate